Cl.Cl.Cl.C(C)(=O)NC1=C2C(C(=CN(C2=C(C(=C1F)C=1C=C2CCN(C2=CC1)CC=1C(=NC(=NC1)N)N)OC)C1CC1)C(=O)O)=O 5-acetamido-1-cyclopropyl-7-(1-((2,4-diaminopyrimidin-5-yl)methyl)indolin-5-yl)-6-fluoro-8-methoxy-4-oxo-1,4-dihydroquinoline-3-carboxylic acid trihydrochloride